4,4'-methylenebis[2-methylcyclohexaneamine] C(C1CC(C(CC1)N)C)C1CC(C(CC1)N)C